2-Hydroxy-1-(m-methylphenyl)ethyl-2-(2-(5-methyl-2-((1-methyl-1H-pyrazol-5-yl)amino)pyrimidin-4-yl)-4-oxo-6,7-dihydrothieno[3,2-c]pyridin-5(4H)-yl)acetamide OCC(C1=CC(=CC=C1)C)C(C(=O)N)N1C(C2=C(CC1)SC(=C2)C2=NC(=NC=C2C)NC2=CC=NN2C)=O